5-(1-(2,2-difluoropropyl)-1H-benzo[d][1,2,3]triazol-6-yl)-6-fluoro-N-((3R,4R)-3-fluoro-1-(oxetan-3-yl)piperidin-4-yl)-4-methoxypyrrolo[2,1-f][1,2,4]triazin-2-amine FC(CN1N=NC2=C1C=C(C=C2)C=2C(=CN1N=C(N=C(C12)OC)N[C@H]1[C@@H](CN(CC1)C1COC1)F)F)(C)F